ClC=1C=NC(=C(C(=O)NC2CCC(CC2)CN2C(N(C3=NC=CC=C32)C3=CC(=C(C=C3)OC)F)=O)C1)C(F)(F)F 5-chloro-N-((1r,4r)-4-((3-(3-fluoro-4-methoxyphenyl)-2-oxo-2,3-dihydro-1H-imidazo[4,5-b]pyridin-1-yl)methyl)cyclohexyl)-2-(trifluoromethyl)nicotinamide